4-hydroxy-3,5-difluorobenzaldehyde OC1=C(C=C(C=O)C=C1F)F